Methyl 6-((3-(2-(methoxyimino)propionyl)-3-azabicyclo[3.1.1]hept-6-yl)amino)pyrimidine-4-carboxylate CON=C(C(=O)N1CC2C(C(C1)C2)NC2=CC(=NC=N2)C(=O)OC)C